C[C@@H]1CN=C2N1C1=CC=C(C=C1C(N2CC2=CN=C(S2)C)=O)S(=O)(=O)NC2(CC2)C (R)-1-methyl-N-(1-methylcyclopropyl)-4-((2-methylthiazol-5-yl)methyl)-5-oxo-1,2,4,5-tetrahydroimidazo[1,2-a]quinazoline-7-sulfonamide